methyl 2-((2-cyclohexylethylamino) methyl)benzoate hydrochloride Cl.C1(CCCCC1)CCNCC1=C(C(=O)OC)C=CC=C1